4-(6-amino-5-benzyloxy-pyridin-3-yl)-phenol NC1=C(C=C(C=N1)C1=CC=C(C=C1)O)OCC1=CC=CC=C1